C(CCC)C1=C(C=CC=C1)CCCC 1,2-di(n-butyl)benzene